CN1N=NC2=C1C=CC(=C2C)[C@@H](C(C(=O)OC)(C)C)C2=CC(=C(C=C2)C)CN2C[C@@H](OC1=C(C2)N=C(C=C1)O)C Methyl (S)-3-(1,4-dimethyl-1H-benzo[d][1,2,3]triazol-5-yl)-3-(3-(((S)-7-hydroxy-2-methyl-2,3-dihydropyrido[2,3-f][1,4]oxazepin-4(5H)-yl)methyl)-4-methylphenyl)-2,2-dimethylpropanoate